4-(3-Fluoro-4-(2-methyl-4-(2-((1-(methylsulfonyl)-piperidin-4-yl)-amino)-5-(trifluoro-methyl)pyrimidin-4-yl)-1H-imidazol-1-yl)phenyl)-1-methylpiperazin-2-one FC=1C=C(C=CC1N1C(=NC(=C1)C1=NC(=NC=C1C(F)(F)F)NC1CCN(CC1)S(=O)(=O)C)C)N1CC(N(CC1)C)=O